FC(C(=O)N1C(CNCC1)CC#N)=C 1-(2-fluoro-1-oxo-2-propen-1-yl)-2-piperazineacetonitrile